CC(C1=CC=CC=C1)C(=O)OC2=CC=CC=C2 Phenyl Phenylpropionate